3-Methoxybiphenyl COC=1C=C(C=CC1)C1=CC=CC=C1